bromocamphorate BrCC1(C(=O)[O-])C(C)(C)C(C(=O)[O-])CC1